(R,Z)-N-(1-(2-(2-methoxyphenyl)-3,6-dimethyl-4-oxo-3,4-dihydroquinazolin-8-yl)ethylidene)-2-methylpropane-2-sulfinamide COC1=C(C=CC=C1)C1=NC2=C(C=C(C=C2C(N1C)=O)C)\C(\C)=N/[S@](=O)C(C)(C)C